Cl.N1(C=CC2=CC=CC=C12)N Indole-1-amine hydrochloride